5,5-diethyl-hydantoin tert-butyl-3-(5-amino-3-chloropyridin-2-yl)-2,5-dihydropyrrole-1-carboxylate C(C)(C)(C)OC(=O)N1CC(=CC1)C1=NC=C(C=C1Cl)N.C(C)C1(C(NC(N1)=O)=O)CC